ClC1=CC=2C(=C3C(=NC2C=C1F)C1=CC2=C(C(N1C3)=O)COC([C@]2(O)CC)=O)[C@@H](C)NC(C[C@H](C)O)=O (S)-N-((R)-1-((S)-9-chloro-4-ethyl-8-fluoro-4-hydroxy-3,14-dioxo-3,4,12,14-tetrahydro-1H-pyrano[3',4':6,7]indolizino[1,2-b]quinolin-11-yl)ethyl)-3-hydroxybutanamide